5-(trifluorometh-yl)phenol FC(C=1C=CC=C(C1)O)(F)F